FC1=CC(=C(C=C1)N1C(C(=CC=C1)C(=O)NC=1C=NN(C1)CC(C(F)(F)F)(F)F)=O)OCC(F)(F)F 1-[4-fluoro-2-(2,2,2-trifluoroethoxy)phenyl]-2-oxo-N-[1-(2,2,3,3,3-pentafluoropropyl)-1H-pyrazol-4-yl]-1,2-dihydropyridine-3-carboxamide